FC1=C(CNC2=NC(=NC=C2C(=O)N)NC=2C=NN(C2)CCOC)C=CC=C1OC 4-((2-fluoro-3-methoxybenzyl)amino)-2-([1-(2-methoxyethyl)-1H-pyrazol-4-yl]amino)pyrimidin-5-carboxamide